(1S,2S)-1,2-bis(4-nitrophenyl)ethylenediamine dihydrochloride Cl.Cl.[N+](=O)([O-])C1=CC=C(C=C1)[C@@H]([C@@H](N)C1=CC=C(C=C1)[N+](=O)[O-])N